[Cl-].C(N)(=O)C=1C=[N+](C=CC1)[C@@H]1O[C@@H]([C@H]([C@H]1O)O)CO 3-carbamoyl-1-[(2R,3R,4S,5R)-3,4-dihydroxy-5-hydroxymethyl-tetrahydrofuran-2-yl]pyridinium chloride